NC(CN1C2=NC(=NC=C2N=C1NC1=CC(=CC(=C1)C(F)(F)F)Cl)NC(C)(C)C)(C)C 9-(2-amino-2-methylpropyl)-N2-tert-butyl-N8-(3-chloro-5-(trifluoromethyl)phenyl)-9H-purine-2,8-diamine